N'-(7-{1-[1-(4-Fluorophenyl)-1H-pyrazol-4-yl]ethyl}-5-[2-(trifluoromethyl)pyrimidin-5-yl]-7H-pyrrolo[2,3-d]pyrimidin-4-yl)-N,N-dimethyl-formimidamide FC1=CC=C(C=C1)N1N=CC(=C1)C(C)N1C=C(C2=C1N=CN=C2N=CN(C)C)C=2C=NC(=NC2)C(F)(F)F